N-(1-methylpropylidene)-3-(diethoxysilyl)methyl-1-propaneamine CC(CC)=NCCCC[SiH](OCC)OCC